BrC1=C2C=CN(C2=CC(=C1)F)CCO 2-(4-bromo-6-fluoro-1H-indol-1-yl)ethan-1-ol